Cl.NC(C(=O)N)C=1C=C(C=CC1)C 2-amino-(m-tolyl)acetamide hydrochloride